N-((4,4-difluorocyclohexyl)(5-(2-methoxy-1-(2-oxo-4-(trifluoromethyl)imidazolidin-1-yl)ethyl)benzo[d]oxazol-2-yl)methyl)-4-methyl-4H-1,2,4-triazole-3-carboxamide FC1(CCC(CC1)C(NC(=O)C1=NN=CN1C)C=1OC2=C(N1)C=C(C=C2)C(COC)N2C(NC(C2)C(F)(F)F)=O)F